C1(=CC=CC=C1)C=CCC(C1=CC=CC=C1)C1C[C@H](NC1)C(=O)O Gamma-(3-phenyl-allyl-benzyl)-proline